trans-(P)-N-(isoxazol-3-yl)-1-(2-methoxy-4-(3-(trifluoromethyl)cyclobutyl)phenyl)-2-oxo-1,2-dihydroquinoline-6-sulfonamide O1N=C(C=C1)NS(=O)(=O)C=1C=C2C=CC(N(C2=CC1)C1=C(C=C(C=C1)[C@@H]1C[C@H](C1)C(F)(F)F)OC)=O